1-fluoro-N-(8-((methyl-d3)amino)-5-(5-morpholinobenzo[d]oxazol-2-yl)-2,7-naphthyridin-3-yl)cyclopropane-1-carboxamide FC1(CC1)C(=O)NC=1N=CC2=C(N=CC(=C2C1)C=1OC2=C(N1)C=C(C=C2)N2CCOCC2)NC([2H])([2H])[2H]